C(C1=CC=CC=C1)(=O)OCCOCCOC(C1=CC=CC=C1)=O diethylene glycol dibenzoate